BrC=1C=C2C(N(C=NC2=CC1)CCN1CCC(CC1)C)=O 6-Bromo-3-(2-(4-methylpiperidin-1-yl)ethyl)quinazolin-4(3H)-one